C(C)(C)(C)C1=NC(=NO1)C(=O)NCC1=C(C=C(C=C1)C1=NC=NN2C1=CC(=C2)N(C)CCOC)C 5-(tert-butyl)-N-(4-(6-((2-methoxyethyl)(methyl)amino)pyrrolo[2,1-f][1,2,4]triazin-4-yl)-2-methylbenzyl)-1,2,4-oxadiazole-3-carboxamide